FC1=C(CCC=2N=C(C3=C(N2)SC2=C3CCCC2)N2CCN(CC2)C(C=C)=O)C=CC=C1 1-(4-(2-(2-fluorophenethyl)-5,6,7,8-tetrahydrobenzo[4,5]thieno[2,3-d]pyrimidin-4-yl)piperazin-1-yl)prop-2-en-1-one